[Al+3].C1(=CC=CC=C1)C1=CC=C([O-])C=C1.C1(=CC=CC=C1)C1=CC=C([O-])C=C1.C1(=CC=CC=C1)C1=CC=C([O-])C=C1 (4-phenylphenoxide) aluminum